bis[3-methylpyridinium] dibromide [Br-].[Br-].CC=1C=[NH+]C=CC1.CC=1C=[NH+]C=CC1